4-(3-chloro-4-methylphenyl)-1,2-oxazole ClC=1C=C(C=CC1C)C=1C=NOC1